(3S)-3-(5-Methyl-3-furyl)isoxazolidine CC1=CC(=CO1)[C@H]1NOCC1